The molecule is an N-acyl-D-alpha-amino acid anion that is the conjugate base of N-chloroacetyl-D-phenylalanine, arising from the deprotonation of the carboxy group; major species at pH 7.3. C1=CC=C(C=C1)C[C@H](C(=O)[O-])NC(=O)CCl